C(C)(C)(C)OC(=O)N1CCN(CC1)C=1C(C=2C(=NC(=C(N2)C(F)F)C)N(C1CC)CC(=O)O)=O 2-(7-(4-(tert-butoxycarbonyl)piperazin-1-yl)-2-(difluoromethyl)-6-ethyl-3-methyl-8-oxopyrido[2,3-b]pyrazin-5(8H)-yl)acetic acid